FC(CN1C(=NC2=NC=C(C=C21)C=2C=CN1N=C(N=CC12)N[C@@H]1C[C@H](C1)N1CCOCC1)C)F 5-(1-(2,2-difluoroethyl)-2-methyl-1H-imidazo[4,5-b]pyridin-6-yl)-N-(trans-3-morpholinocyclobutyl)pyrrolo[2,1-f][1,2,4]triazin-2-amine